Silylcyclodisilazane [SiH3]N1[SiH2]N[SiH2]1